N[C@H](CCS)C(=O)O (R)-homocysteine